(E)-N-((7-fluoro-3-methylbenzofuran-2-yl)methyl)-N-methyl-3-(7-morpholino-8-oxo-6,7,8,9-tetrahydro-5H-pyrido[2,3-b]azepin-3-yl)acrylamide FC1=CC=CC=2C(=C(OC21)CN(C(\C=C\C2=CC1=C(NC(C(CC1)N1CCOCC1)=O)N=C2)=O)C)C